3,4,5-trifluorophenyl-lithium FC=1C=C(C=C(C1F)F)[Li]